FC=1C(=C(C=CC1F)C1CCN(CC1)C(=O)C1=NNC=2CN(CCC21)C(=O)OC(C)(C)C)C(F)(F)F tert-butyl 3-(4-(3,4-difluoro-2-(trifluoro-methyl)phenyl) piperidine-1-carbonyl)-4,5-dihydro-1H-pyrazolo[3,4-c]pyridine-6(7H)-carboxylate